CN(C(=O)[C@@H]1CC[C@H]2N1C([C@H](CCCC2)NC(OC(C)(C)C)=O)=O)C2=CC=CC=C2 tert-butyl ((3S,6S,10aS)-3-(methyl(phenyl)carbamoyl)-5-oxodecahydropyrrolo[1,2-a]azocin-6-yl)carbamate